Cl.S1(CC[C@@H]2N1CCNC2)(=O)=O (S)-hexahydro-2H-isothiazolo[2,3-a]pyrazine 1,1-dioxide hydrochloride